N(=[N+]=[N-])C1CC(C1)NC(=O)C1=NN(C2=C1C=NC(=C2)C=2C=NN1C2N=CC=C1)C1=C(C=CC(=C1)Cl)OC N-((1r,3r)-3-Azidocyclobutyl)-1-(5-chloro-2-methoxyphenyl)-6-(pyrazolo[1,5-a]pyrimidin-3-yl)-1H-pyrazolo[4,3-c]pyridine-3-carboxamide